SCCCCCC(=O)O L-6-mercaptohexanoic acid